(1R,4R)-5-(4-(1,4-dimethyl-2-(4-(methylsulfonyl)phenyl)-1H-pyrrolo[3,2-c]pyridin-6-yl)benzyl)-2,5-diazabicyclo[2.2.2]octane-2-carboxylic acid tert-butyl ester C(C)(C)(C)OC(=O)N1[C@H]2CN([C@@H](C1)CC2)CC2=CC=C(C=C2)C2=CC1=C(C(=N2)C)C=C(N1C)C1=CC=C(C=C1)S(=O)(=O)C